(3aR,5s,6aS)-N-[6-(1H-pyrrol-3-yl)pyridazin-3-yl]-2-(tetrahydropyran-4-ylmethyl)-3,3a,4,5,6,6a-hexahydro-1H-cyclopenta[c]pyrrol-5-amine N1C=C(C=C1)C1=CC=C(N=N1)NC1C[C@@H]2[C@@H](CN(C2)CC2CCOCC2)C1